4-(2,5-Diazabicyclo[2.2.2]octan-2-yl)-7-(3-chloro-5-hydroxy-2-(trifluoromethyl)phenyl)-2-(((S)-1-methylpyrrolidin-2-yl)methoxy)-6-(trifluoromethyl)pyrido[3,4-d]pyrimidin-8(7H)-one C12N(CC(NC1)CC2)C=2C1=C(N=C(N2)OC[C@H]2N(CCC2)C)C(N(C(=C1)C(F)(F)F)C1=C(C(=CC(=C1)O)Cl)C(F)(F)F)=O